NC(/C=C/CC[C@@H](C(=O)NC=1C(N(C=CC1)CC=1NC2=C(C=CC=C2C1)OCC(F)F)=O)NC(OC)=O)=O methyl (S,E)-(7-amino-1-((1-((7-(2,2-difluoroethoxy)-1H-indol-2-yl)methyl)-2-oxo-1,2-dihydropyridin-3-yl)amino)-1,7-dioxohept-5-en-2-yl)carbamate